C(=O)(O)CC=1N=C(SC1)C=1C=C(COC2=C(CN[C@](C(=O)O)(CO)C)C=C(C(=C2)OCC2=C(C(=CC=C2)C2=CC3=C(OCCO3)C=C2)C)Cl)C=CC1 (S)-2-((2-((3-(4-(Carboxymethyl)thiazol-2-yl)benzyl)oxy)-5-chloro-4-((3-(2,3-dihydrobenzo[b][1,4]dioxin-6-yl)-2-methylbenzyl)oxy)benzyl)amino)-3-hydroxy-2-methylpropanoic acid